ClC1=NC(=C(C(=N1)[2H])[2H])[2H] 2-Chloropyrimidine-4,5,6-d3